tert-butyl (3R)-3-(cyanomethyl)azepane-1-carboxylate C(#N)C[C@@H]1CN(CCCC1)C(=O)OC(C)(C)C